4-({[5-(3-Chlorophenyl)-1,3-oxazol-2-yl]methyl}sulfanyl)-6-(pyridin-4-yl)-1,3,5-triazin-2-amin ClC=1C=C(C=CC1)C1=CN=C(O1)CSC1=NC(=NC(=N1)C1=CC=NC=C1)N